C(CCCCCCC)[C@@]([C@H]([C@@H]([C@H](C=O)O)O)O)(O)CO C7E-5-Octyl-Glucose